Methyl 6-(2-chloro-4-(trifluoromethyl) phenyl)-3-methylpicolinate ClC1=C(C=CC(=C1)C(F)(F)F)C1=CC=C(C(=N1)C(=O)OC)C